N-(4-octylphenyl)-4H-thieno[3,2-c]thiochromene-2-carboxamide 5,5-dioxide C(CCCCCCC)C1=CC=C(C=C1)NC(=O)C1=CC=2CS(C=3C=CC=CC3C2S1)(=O)=O